1-(4-fluorobenzyl)pseudouridine triphosphate P(O)(=O)(OP(=O)(O)OP(=O)(O)O)OC[C@@H]1[C@H]([C@H]([C@@H](O1)C1=CN(C(=O)NC1=O)CC1=CC=C(C=C1)F)O)O